COC=1C(=C(N)C=CC1)CC(F)(F)F 3-Methoxy-2-(2,2,2-trifluoroethyl)aniline